C(C1=CC=CC=C1)OC(=O)N[C@@H](C(=O)OCC1=CC=CC=C1)CNC(C1=CC(=C(C(=C1)F)OC)CC)=O (R)-benzyl 2-(((benzyloxy)carbonyl)amino)-3-(3-ethyl-5-fluoro-4-methoxybenzamido)propanoate